COC(=O)C1=NN(C2=CC=C(C=C12)Br)[C@H]1CN(CC1)C(=O)OC(C)(C)C (R)-5-bromo-1-(1-(tert-butoxycarbonyl)pyrrolidin-3-yl)-1H-indazole-3-carboxylic acid methyl ester